tert-butyl 2-(4-(2-(2-(4-(5-(ethoxycarbonyl) pyrimidin-2-yl) piperazin-1-yl) ethoxy) ethyl) piperazin-1-yl)-7,8-dihydropyrido[4,3-d]pyrimidine-6(5H)-carboxylate C(C)OC(=O)C=1C=NC(=NC1)N1CCN(CC1)CCOCCN1CCN(CC1)C=1N=CC2=C(N1)CCN(C2)C(=O)OC(C)(C)C